2-(dimethylamino)pyrimidine CN(C1=NC=CC=N1)C